(±)-((1-(2-((methylsulfinyl)methyl)-4-nitrophenyl)cyclopropyl)methyl)carbamic acid tert-butyl ester C(C)(C)(C)OC(NCC1(CC1)C1=C(C=C(C=C1)[N+](=O)[O-])C[S@](=O)C)=O |r|